2,2'-(quinoline-5,8-diyl)bis(benzo[d]oxazole) N1=CC=CC2=C(C=CC(=C12)C=1OC2=C(N1)C=CC=C2)C=2OC1=C(N2)C=CC=C1